O=C1NC(CC[C@@H]1C1=CC=C(C=C1)N1CCOC2(C1)CCN(CC2)CC(=O)O)=O |r| rac-(R)-2-(4-(4-(2,6-dioxopiperidin-3-yl)phenyl)-1-oxa-4,9-diazaspiro[5.5]undecan-9-yl)acetic acid